Cl.Cl.C(C1=CC=CC=C1)(=O)NN[C@H]1CCN(CCC1)C |r| 1-Benzoyl-2-[(4RS)-1-methylhexahydro-1H-azepin-4-yl]diazane Dihydrochloride